9-(4-morpholin-4-ylphenyl)-3,4-dihydropyrido[2,1-c][1,2,4]thiadiazine 2,2-dioxide N1(CCOCC1)C1=CC=C(C=C1)C1=CC=CN2C1=NS(CC2)(=O)=O